3-chloro-N-(2-chlorobenzyl)-N-hydroxy-2,2-dimethylpropionamide ClCC(C(=O)N(O)CC1=C(C=CC=C1)Cl)(C)C